2-[(4-cyano-2,6-dimethyl-benzoyl)amino]-4-[4-(5,6,7,8-tetrahydro-1,8-naphthyridin-2-yl)butoxy]butanoic acid C(#N)C1=CC(=C(C(=O)NC(C(=O)O)CCOCCCCC2=NC=3NCCCC3C=C2)C(=C1)C)C